C(C1=CC=CC=C1)OC(=O)N[C@@H](C)C(=O)ON1C(CCC1=O)=O 2,5-dioxopyrrolidin-1-yl N-[(benzyloxy)carbonyl]-L-alaninate